BrC1=CC=C(C=C1)C[C@@H](C(=O)O)NC(=O)OC(C)(C)C (2S)-3-(4-bromophenyl)-2-[(tert-butoxycarbonyl)amino]propionic acid